Cl.FC(O[C@H]1C[C@H](C1)N)(F)F cis-3-(trifluoromethoxy)cyclobutanamine hydrochloride